C(C)(C)(C)OC(=O)N1CCO[C@@H](CC1)CO (S)-7-(hydroxymethyl)-1,4-oxazepane-4-carboxylic acid tert-butyl ester